2-cyano-4-[3-(dimethoxymethyl)azetidin-1-yl]Benzoic acid methyl ester COC(C1=C(C=C(C=C1)N1CC(C1)C(OC)OC)C#N)=O